OC1(CCN(CC1)C(C[C@@H](C)C1=CC=CC=C1)=O)CN1C=NC=2C(C1=O)=NN(C2C2=CC=C(CNC(OCC)=O)C=C2)C (R)-Ethyl 4-(6-((4-hydroxy-1-(3-phenylbutanoyl)piperidin-4-yl)methyl)-2-methyl-7-oxo-6,7-dihydro-2H-pyrazolo[4,3-d]pyrimidin-3-yl)benzylcarbamate